5-bromo-1,2-dichloro-3-fluorobenzene BrC=1C=C(C(=C(C1)Cl)Cl)F